2-([1,4]Dioxan-2-ylmethoxy)-9-(3-imidazol-1-yl-prop-1-ynyl)-6,7-dihydro-pyrimido[6,1-a]isoquinolin-4-one O1C(COCC1)COC1=NC(N2C(C3=CC=C(C=C3CC2)C#CCN2C=NC=C2)=C1)=O